C1(=CC=C(C=C1)[C@@H](C)N)C (R)-1-(p-tolyl)ethanamine